ethyl 5-aminoindolizine-2-carboxylate NC=1N2C=C(C=C2C=CC1)C(=O)OCC